ClC1=CC(=C(C#N)C(=C1)N1CCC(CC1)C1=NN=CN1C)F 4-chloro-2-fluoro-6-[4-(4-methyl-1,2,4-triazol-3-yl)piperidin-1-yl]benzonitrile